2-deoxygalactose O=CC[C@@H](O)[C@@H](O)[C@H](O)CO